ClC=1C=C(OC2=NC=C(C=N2)C2=CN=CC(=N2)NC2CCN(CC2)C(=O)OC(C)(C)C)C=CC1 tert-butyl 4-[[6-[2-(3-chlorophenoxy)pyrimidin-5-yl]pyrazin-2-yl]amino]piperidine-1-carboxylate